bis-(2,4-dimethoxyphenyl)pyridine COC1=C(C=CC(=C1)OC)C=1C(=NC=CC1)C1=C(C=C(C=C1)OC)OC